pyrenequinone C1=CC2=C3C(=CC=C4C3=C1C=CC4=O)C=CC2=O